4-chloro-N,N'-diphenyl-benzoyl-hydrazine ClC1=CC=C(C(=O)N(NC2=CC=CC=C2)C2=CC=CC=C2)C=C1